O[C@@H]1C[C@H](OC(C1)=O)CC#N 2-((2R,4R)-4-hydroxy-6-oxo-tetrahydro-2H-pyran-2-yl)acetonitrile